C(C)C1=NN(C=C1C(=O)N)C1=CC(=NC=C1)CC1=CC(=CC(=C1)C(F)(F)F)F 3-ethyl-1-(2-(3-fluoro-5-(trifluoromethyl)benzyl)pyridin-4-yl)-1H-pyrazole-4-carboxamide